(E)-2-(1-acetylpiperidin-3-yl)-N-((1,2,3,5,6,7-hexahydro-s-indacen-4-yl)carbamoyl)ethene-sulfonamide C(C)(=O)N1CC(CCC1)/C=C/S(=O)(=O)NC(NC1=C2CCCC2=CC=2CCCC12)=O